NCCCC(C)O[Si](OCC)(C)CCCN aminopropyl-aminopropylmethyldiethoxysilan